CC1=NOC(=C1C(=O)NC[C@@H](CC)C(N[C@H]1C2=C(CN3N(C1=O)CCC3)C=CC=C2)=O)C(F)(F)F 3-Methyl-N-((R)-2-(((S)-11-oxo-2,3,10,11-tetrahydro-1H,5H-benzo[d]pyrazolo[1,2-a][1,2]diazepin-10-yl)carbamoyl)butyl)-5-(trifluoromethyl)isoxazole-4-carboxamide